C(C#C)OC1CCN(CC1)C(=O)OC(C)(C)C tert-butyl 4-(prop-2-yn-1-oxy)piperidin-1-carboxylate